O(C1=CC=CC=C1)C1CCC2=CC=C(C=C12)NC(C=C)=O N-(3-phenoxy-2,3-dihydro-1H-inden-5-yl)acrylamide